1,3,3-Trimethylbicyclo[2.2.1]heptan-2-yl-4-hydroxybenzoat CC12C(C(C(CC1)C2)(C)C)OC(C2=CC=C(C=C2)O)=O